C(#N)C1=C(C=C(C=C1)C=1C=C(SC1C1=C(C=C(C=C1)C)F)C(=O)N1C2CC(CC1CC2)NC(OC(C)(C)C)=O)F tert-butyl (8-(4-(4-cyano-3-fluorophenyl)-5-(2-fluoro-4-methylphenyl)thiophen-2-carbonyl)-8-azabicyclo[3.2.1]octane-3-yl)carbamate